7-bromo-5-(2,2-dimethylpropylsulfonyl)-1-ethyl-benzimidazole BrC1=CC(=CC2=C1N(C=N2)CC)S(=O)(=O)CC(C)(C)C